ferrocyanide potassium [K+].[Fe-4](C#N)(C#N)(C#N)(C#N)(C#N)C#N.[K+].[K+].[K+]